N7-(2-aminophenyl)-N1-(3-bromophenyl)-2-(nicotinamido)heptanediamide NC1=C(C=CC=C1)NC(CCCCC(C(=O)NC1=CC(=CC=C1)Br)NC(C1=CN=CC=C1)=O)=O